2,3,5,6-tetrafluoro-1-ethenyl-4-(difluoromethoxy)benzene FC1=C(C(=C(C(=C1F)OC(F)F)F)F)C=C